tert-butyl 7-bromo-5-isopropoxy-1H-indole-1-carboxylate BrC=1C=C(C=C2C=CN(C12)C(=O)OC(C)(C)C)OC(C)C